3-methyl-4-(4,4,5,5-tetramethyl-1,3-dioxolan-2-yl)-1-{[2-(trimethylsilyl)ethoxy]methyl}-1H-pyrrolo[2,3-b]pyridine CC1=CN(C2=NC=CC(=C21)C2OC(C(O2)(C)C)(C)C)COCC[Si](C)(C)C